3-[(1,1-dioxo-1,2-benzothiazol-3-yl)-[(E)-(4-hydroxy-3-methoxy-phenyl)methyleneamino]amino]propanoic acid O=S1(N=C(C2=C1C=CC=C2)N(CCC(=O)O)/N=C/C2=CC(=C(C=C2)O)OC)=O